1-(Bromomethyl)-4-fluoro-2-(fluoromethyl)benzene BrCC1=C(C=C(C=C1)F)CF